FC=1C=C(C=C(C1)F)C(C)OC=1C=C2C(=NNC2=CC1)C1=NC2=C(N1)CN(C2)CC2CNCCC2 5-(1-(3,5-Difluorophenyl)ethoxy)-3-(5-(piperidin-3-ylmethyl)-1,4,5,6-tetrahydropyrrolo[3,4-d]imidazol-2-yl)-1H-indazole